6-((1S,4S)-2,5-diazabicyclo[2.2.1]heptan-2-yl)-N-(3-chloro-4-(((R)-tetrahydrofuran-3-yl)methoxy)phenyl)pyrido[3,2-d]pyrimidin-4-amine [C@@H]12N(C[C@@H](NC1)C2)C=2C=CC=1N=CN=C(C1N2)NC2=CC(=C(C=C2)OC[C@H]2COCC2)Cl